(3Z)-18,18-dipentyloxy-3-octadecen-1-ol C(CCCC)OC(CCCCCCCCCCCCC\C=C/CCO)OCCCCC